5-bromo-2-(1-bromoethyl)-4-methylpyrimidine BrC=1C(=NC(=NC1)C(C)Br)C